2-(isopropylamino)-3,5-dihydro-4H-imidazol-4-one C(C)(C)NC1=NCC(N1)=O